C1(CC1)C=1C(=C(C=NC1)NC1=C(C(NC=C1)=O)C(=O)NC1=CC=C(C=C1)N1CCN(CC1)C)C 4-((5-Cyclopropyl-4-methylpyridin-3-yl)amino)-N-(4-(4-methylpiperazin-1-yl)phenyl)-2-oxo-1,2-dihydropyridine-3-carboxamide